FC1=C(C=C(C=C1)OC=1C(=C2C=CNC2=CC1F)C=O)C=1NC(=CN1)CC=1C=C(C=CC1)CCC(=O)OC methyl 3-(3-((2-(2-fluoro-5-((6-fluoro-4-formyl-1H-indol-5-yl)oxy)phenyl)-1H-imidazol-5-yl)methyl)phenyl)propanoate